[I].FC(F)(F)NC1=CC=CC=C1 trifluoromethyl-aniline iodine